(E)-1-(4-chlorophenyl)-3-phenylpropan-2-en-1-one ClC1=CC=C(C=C1)C(\C=C\C1=CC=CC=C1)=O